C(\C=C\C)(=O)[O-].[Na+] sodium crotonoate